C(CCC)S(=O)(=O)OF fluoro n-butanesulfonate